3-fluoro-6-{[(3S)-3-methylpiperidin-1-yl]methyl}imidazo[1,2-a]pyridine-8-carboxylic acid FC1=CN=C2N1C=C(C=C2C(=O)O)CN2C[C@H](CCC2)C